NC1=CC=C(CN2C(OCC2)=O)C=C1 3-(4-aminobenzyl)oxazolidin-2-one